3,5-dichloro-6-ethyl-pyrazine-2-carboxylic acid ClC=1C(=NC(=C(N1)Cl)CC)C(=O)O